[(S)-3-(3-chloro-2-tolyl)-3-pyrrolidinyl](3-methyl-7-quinolyl)amine ClC=1C(=C(C=CC1)C)[C@@]1(CNCC1)NC1=CC=C2C=C(C=NC2=C1)C